ClC1=C(C=CC=C1)C(C(=O)NC1=CC=CC=C1)O 2-(2-Chlorophenyl)-2-hydroxy-N-phenylacetamide